C(C1=CC=CC=C1)C1CCN(CC1)CCCNS(=O)(=O)C1=CC=C(C=C1)C1=CC=C(C=C1)F N-(3-(4-benzylpiperidin-1-yl)propyl)-4'-fluoro-[1,1'-biphenyl]-4-sulfonamide